ClC1=C(C(=CC=C1)Cl)N1CC(C1)C=1C(=CC=NC1)C 5-(1-(2,6-dichlorophenyl)azetidin-3-yl)-4-methylpyridin